ClC=1C=C(CNC2CC3=C(C=CC(=C3CC2)OC)OC)C=C(C1)Cl N-(3,5-dichlorobenzyl)-5,8-dimethoxy-1,2,3,4-tetrahydronaphthalen-2-amine